4-(s)-butylsulfanyl-2,5-dimethoxy-N-hydroxyphenylethylamine C(CCC)SC1=CC(=C(C=C1OC)CCNO)OC